BrC1=C(C=CC(=C1)Cl)N1N=CC(=C1)C=O 1-(2-bromo-4-chlorophenyl)pyrazole-4-carbaldehyde